N[C@H](C(=O)N1[C@@H](C[C@H](C1)O)C(=O)N[C@@H](C)C1=CC=C(C=C1)C1=C(C=CC=C1)F)C(C)(C)C (2S,4R)-1-[(2S)-2-amino-3,3-dimethylbutyryl]-N-[(1S)-1-[4-(2-fluorophenyl)phenyl]Ethyl]-4-hydroxypyrrolidine-2-carboxamide